C(CCCCCCC\C=C/C\C=C/CCCCC)(=O)OC(CCCCCCCCCCCCCCCO)=O (O-linoleoyl)-16-hydroxypalmitic acid